4-((3-(4-(((1S,4S)-4-(dimethylamino)cyclohexyl)amino)-1-(2,2,2-trifluoroethyl)-1H-indol-2-yl)prop-2-yn-1-yl)amino)-3-methoxybenzene-sulfonamide CN(C1CCC(CC1)NC1=C2C=C(N(C2=CC=C1)CC(F)(F)F)C#CCNC1=C(C=C(C=C1)S(=O)(=O)N)OC)C